methyl 4-(3-bromo-4-methoxyphenyl)tetrahydro-2H-pyran-4-carboxylate BrC=1C=C(C=CC1OC)C1(CCOCC1)C(=O)OC